C(C=C)NS(=O)(=O)C1=NC(=CC=C1)N1N(C(C=2C1=NC(=NC2)SC)=O)CC=C N-allyl-6-(2-allyl-6-(methylthio)-3-oxo-2,3-dihydro-1H-pyrazolo[3,4-d]pyrimidin-1-yl)pyridine-2-sulfonamide